4-(4-Bromo-5-fluoro-2-methylphenyl)butanal BrC1=CC(=C(C=C1F)CCCC=O)C